ClC=1C2=CN(N=C2C=CC1C1=NNC2=NC(=CN=C21)N2C[C@H]1C([C@H]1C2)(C=2SC=CN2)CN)C ((1R,5S,6r)-3-(3-(4-chloro-2-methyl-2H-indazol-5-yl)-1H-pyrazolo[3,4-b]pyrazin-6-yl)-6-(thiazol-2-yl)-3-azabicyclo[3.1.0]hexan-6-yl)methanamine